COC(CCSC(CC=O)(CCC=C(C)C)C)CCCCC 3-(3-Methoxyoctylsulfanyl)-3,7-dimethyl-oct-6-enal